OC=1C=C(CN2CC(CC2)CNC(=O)C2CCN(CC2)C2=NC(=NO2)C2=CC=C(C=C2)OC)C=CC1 N-((1-(3-hydroxybenzyl)pyrrolidin-3-yl)methyl)-1-(3-(4-methoxyphenyl)-1,2,4-oxadiazol-5-yl)piperidine-4-carboxamide